2-(1-(trifluoromethyl)cyclopropyl)ethan-1-amine hydrochloride Cl.FC(C1(CC1)CCN)(F)F